C1(CCC1)N1C(=NC2=NC(=NC(=C12)N1C[C@](CCC1)(C)O)OC[C@H]1N(CCC1)C)C(=O)C1=CC(=CC2=CC=C(C(=C12)C#C)F)OCOC 7-Cyclobutyl-6-[(3R)-3-hydroxy-3-methylpiperidin-1-yl]-2-{[(2S)-1-methylpyrrolidin-2-yl]methoxy}-7H-purin-8-yl[8-ethynyl-7-fluoro-3-(methoxymethoxy)naphthalen-1-yl]methanone